FC(OC1=C(C(=O)NCC(F)(F)F)C(=CC(=C1)B1OC(C(O1)(C)C)(C)C)C)F 2-(difluoromethoxy)-6-methyl-4-(4,4,5,5-tetramethyl-1,3,2-dioxaborolan-2-yl)-N-(2,2,2-trifluoroethyl)benzamide